COC1=NC=C(C=C1C(=O)N)NC(C(=O)N1C(CCC(C1)C)C=1C=NC(=CC1)C)=O 2-methoxy-5-[[2-[5-methyl-2-(6-methyl-3-pyridyl)-1-piperidyl]-2-oxo-acetyl]amino]pyridine-3-carboxamide